2-(4-((4-(7-ethyl-[1,2,4]triazolo[1,5-a]pyridin-6-yl)piperidin-1-yl)sulfonyl)-1-methyl-1H-pyrazol-5-yl)acetonitrile C(C)C1=CC=2N(C=C1C1CCN(CC1)S(=O)(=O)C=1C=NN(C1CC#N)C)N=CN2